N-[[3-(4-Carboxybutyl)-5-chloro-3,4-dihydro-8-hydroxy-1-oxo-1H-2-benzopyran-7-yl]carbonyl]-L-phenylalanine C(=O)(O)CCCCC1OC(C2=C(C1)C(=CC(=C2O)C(=O)N[C@@H](CC2=CC=CC=C2)C(=O)O)Cl)=O